tert-butyl (5-fluoro-6-isopropylpyridin-2-yl)(methyl)carbamate FC=1C=CC(=NC1C(C)C)N(C(OC(C)(C)C)=O)C